N1(CCC1)C([C@@H](C)NC1=NC=CC(=N1)C1=CC=CC(=N1)C1=NOC(=C1)[C@]1(C(N(CC1)C)=O)O)=O (R)-3-(3-(6-(2-(((R)-1-(Azetidin-1-yl)-1-oxopropan-2-yl)amino)pyrimidin-4-yl)pyridin-2-yl)isoxazol-5-yl)-3-hydroxy-1-methylpyrrolidin-2-one